methyl 2-amino-3-(5,6-dihydro-4H-pyrrolo[1,2-b]pyrazol-6-yl)propanoate NC(C(=O)OC)CC1CCC=2N1N=CC2